BrC1=C(C=CC(=C1)OC(F)F)Cl 2-bromo-1-chloro-4-(difluoro-methoxy)benzene